ClC(C1=NC=NC(=N1)C(Cl)(Cl)Cl)(Cl)Cl 4,6-bis(trichloromethyl)-1,3,5-triazine